2-(1,1-dioxothiazinan-2-yl)acetic acid O=S1(N(CCCC1)CC(=O)O)=O